4-(1-((2-((6-azaspiro[3.4]oct-6-yl)methyl)-1H-indol-6-yl)methyl)-1H-1,2,3-triazol-4-yl)-1H-indazol-6-amine C1CCC12CN(CC2)CC=2NC1=CC(=CC=C1C2)CN2N=NC(=C2)C2=C1C=NNC1=CC(=C2)N